FC1=CC=C(C=C1)C1=CC(=NC=C1)C(=O)NC=1C=C(C=C(C1)N1C=NC(=C1)C)CN1C[C@H](CCC1)NC(OC(C)(C)C)=O tert-butyl N-[(3S)-1-({3-[4-(4-fluorophenyl)pyridine-2-amido]-5-(4-methyl-1H-imidazol-1-yl)phenyl}methyl)piperidin-3-yl]carbamate